C(CCCCCCCCCCC)OS(=O)(=O)[O-].C(C=C)(=O)N.[Na+] sodium acrylamide dodecyl-sulfate